N-(6-chloropyridin-3-yl)-6-(1H-pyrazol-3-yl)isoquinolin-1-amine ClC1=CC=C(C=N1)NC1=NC=CC2=CC(=CC=C12)C1=NNC=C1